BrC1=C(N=C(S1)COC1=CC=CC(=N1)C1=CC(=C(CC2=NC3=C(N2C[C@H]2OCC2)C=C(C=C3)C(=O)O)C=C1F)F)C (S)-2-(4-(6-((5-bromo-4-methylthiazol-2-yl)methoxy)pyridin-2-yl)-2,5-difluorobenzyl)-1-(oxetan-2-ylmethyl)-1H-benzo[d]imidazole-6-carboxylic acid